N(CC(=O)O)CC(=O)O.[Cl-].[Na+] sodium chloride, iminodiacetic acid salt